Cl.N1(C=2C(N=CC1)=CSSC2)C(=O)O [1,2]dithiino[4,5-b]pyrazine-1(2H)-carboxylate hydrochloride